3-methyl-6-((4-methyl-3-(pyrrolo[2,1-f][1,2,4]triazin-2-yl)phenyl)carbamoyl)-6-azabicyclo[3.1.1]heptane-1-carboxylic acid CC1CC2(N(C(C1)C2)C(NC2=CC(=C(C=C2)C)C2=NN1C(C=N2)=CC=C1)=O)C(=O)O